N-(2-chloro-9H-thioxanthen-9-yl)-2-oxo-6-(trifluoromethyl)-1,2-dihydropyridine-3-carboxamide ClC1=CC=2C(C3=CC=CC=C3SC2C=C1)NC(=O)C=1C(NC(=CC1)C(F)(F)F)=O